FC(C(=O)O)(F)F.FC(C(=O)O)(F)F.N1N=CC(=C1)NC1=NC(=NC2=CC(=CC(=C12)OCC)C)C=1C=C(OCC(=O)NC(C)(C)C)C=CC1 2-(3-(4-((1H-Pyrazol-4-yl)amino)-5-ethoxy-7-methylquinazolin-2-yl)phenoxy)-N-(tert-butyl)acetamide bistrifluoroacetic acid salt